2,14-diazahexadecane CNCCCCCCCCCCCNCC